N=BN diazaborene